[Na].COC=1C=C(N(N1)C1=NC=CC=N1)C(C)=O 1-[5-methoxy-2-(pyrimidin-2-yl)pyrazol-3-yl]ethanone Sodium